2-(3-(benzofuran-7-yl)propioloyl)benzaldehyde O1C=CC2=C1C(=CC=C2)C#CC(=O)C2=C(C=O)C=CC=C2